Cl.Cl.N[C@H](C(=O)O)CS(=O)(=O)CCN (-)-(2R)-2-amino-3-(2-aminoethylsulfonyl)propionic acid dihydrochloride